2-((3-(2-chloro-3-phenylanilino)isothiazolo[4,5-b]pyridin-6-ylmethylene)amino)-propionic acid ClC1=C(NC2=NSC=3C2=NC=C(C3)C=NC(C(=O)O)C)C=CC=C1C1=CC=CC=C1